1-(5Z,8Z,11Z-eicosatrienoyl)-2-(13Z-docosenoyl)-sn-glycero-3-phosphocholine CCCCCCCC/C=C\CCCCCCCCCCCC(=O)O[C@H](COC(=O)CCC/C=C\C/C=C\C/C=C\CCCCCCCC)COP(=O)([O-])OCC[N+](C)(C)C